methyl 4-bromo-2-(difluoromethoxy)-5-fluorobenzoate BrC1=CC(=C(C(=O)OC)C=C1F)OC(F)F